1-ethynyl-3-(2-methoxyethoxy)benzene C(#C)C1=CC(=CC=C1)OCCOC